C(=O)(O)C=1NC2=CC=CC=C2C1 2-carboxyindole